Cl.C1(=CC=CC2=CC=CC=C12)[C@@H](C)NC[C@@H]1OC2=CC=CC=C2C(C1)=O (R)-2-((((R)-1-(Naphthalen-1-yl)ethyl)amino)methyl)chroman-4-on-hydrochlorid